ClC1=NC=CC(=C1C)C#C 2-chloro-4-ethynyl-3-methyl-pyridine